C(C)(C)C1=NOC(=N1)N1CCC(CC1)C(C)OC1=NN2C(S1)=NC(=C2)C=2C=NC(=NC2)S(=O)(=O)C 2-(1-(1-(3-isopropyl-1,2,4-oxadiazol-5-yl)piperidin-4-yl)ethoxy)-6-(2-(methylsulfonyl)pyrimidin-5-yl)imidazo[2,1-b][1,3,4]thiadiazole